CN(C[C@H](C)OC1=C2C(=NC=NC2=CC(=C1)C=1C=NN(C1)C)NC=1C=C2C=CC=NC2=CC1)C (S)-5-((1-(dimethylamino)propan-2-yl)oxy)-7-(1-methyl-1H-pyrazol-4-yl)-N-(quinolin-6-yl)quinazolin-4-amine